(R)-2-ethyl-7-fluoro-2,3-dihydronaphtho[2,1-f][1,4]oxazepin-4(5H)-carboxylic acid tert-butyl ester C(C)(C)(C)OC(=O)N1C[C@H](OC2=C(C1)C=C(C1=CC=CC=C12)F)CC